2-[2-(6-acetamido-3-pyridyl)-5-methyl-1-piperidyl]-N-(6-amino-5-methyl-3-pyridyl)-2-oxo-acetamide C(C)(=O)NC1=CC=C(C=N1)C1N(CC(CC1)C)C(C(=O)NC=1C=NC(=C(C1)C)N)=O